ClC1=CC=C(C=C1)C=1C(=CC=CC1)C(=O)N1CCN(CC1)CC=1C=C2C=NC(C2=CC1F)=O 5-((4-(4'-chloro-[1,1'-biphenyl]-2-carbonyl)piperazin-1-yl)methyl)-6-fluoro-1-oxoisoindole